benzoic acid succinimidyl ester C1(CCC(N1OC(C1=CC=CC=C1)=O)=O)=O